ClC1=CC(=C(C=C1C#N)NS(=O)(=O)C=1C(=CC(=C(C(=O)O)C1)C)C1CC1)OC1CCCC1 5-(N-(4-chloro-5-cyano-2-(cyclopentyloxy)phenyl)sulfamoyl)-4-cyclopropyl-2-methylbenzoic acid